CC1(O[C@H]2[C@@H](O1)[C@@H](C[C@@H]2CNC([O-])=O)N2C=C1CCC(NC=3C1=C2N=CN3)=O)C (((3aR,4R,6R,6aS)-2,2-dimethyl-6-(7-oxo-6,7,8,9-tetrahydro-2H-2,3,5,6-tetraazabenzo[cd]azulen-2-yl)tetrahydro-4H-cyclopenta[d][1,3]dioxol-4-yl)methyl)carbamate